3-chloro-2-(2,6-difluorobenzyl)-6-(2,2-difluoroethyl)-2,4,5,6-tetrahydro-7H-pyrazolo[3,4-c]pyridin-7-one ClC=1N(N=C2C(N(CCC21)CC(F)F)=O)CC2=C(C=CC=C2F)F